N1(CCNCC1)CC=1NC2=CC=CC=C2C1 2-(piperazin-1-ylmethyl)-1H-indole